OC(=CC=CC=CC(=O)O)C=CC=CC=CCCCCCCCCC 7-hydroxy-docosahexaenoic acid